ClC=1C(=C(C=CC1)NC=1C(=NN2C1C(NCC2CC(C)(C)O)=O)C2=CC=NC=C2)OC 3-[(3-chloro-2-methoxyphenyl)amino]-7-(2-hydroxy-2-methylpropyl)-2-(pyridin-4-yl)-5H,6H,7H-pyrazolo[1,5-a]pyrazin-4-one